7-[5-CHLORO-2-[2-[2-[2-[2-[2-(2-METHOXYETHOXY)ETHOXY]ETHOXY]ETHOXY]ETHOXY]ETHOXY]PHENYL]-N-[(2,4-DIMETHOXYPHENYL)METHYL]CINNOLIN-4-AMINE ClC=1C=CC(=C(C1)C1=CC=C2C(=CN=NC2=C1)NCC1=C(C=C(C=C1)OC)OC)OCCOCCOCCOCCOCCOCCOC